C(CCCCC(=O)O)(=O)O.N[C@@H](CCCCN)C(=O)O Lysine Adipate Salt